N1(CCCC1)C1=CCC1 pyrrolidino-cyclobutene